1-((3R,4S)-3-fluoro-4-((4-methoxy-5-(1-((R)-1,1,1-trifluoropropan-2-yl)-1H-benzo[d][1,2,3]triazol-6-yl)pyrrolo[2,1-f][1,2,4]triazin-2-yl)amino)piperidin-1-yl)ethan-1-one-2,2,2-d3 F[C@@H]1CN(CC[C@@H]1NC1=NN2C(C(=N1)OC)=C(C=C2)C=2C=CC1=C(N(N=N1)[C@@H](C(F)(F)F)C)C2)C(C([2H])([2H])[2H])=O